CN(CCCN)C 3-(dimethylamino)-n-propylamine